3-methyl-N-[2-(1-methylpyrrolidin-2-yl)imidazo[1,2-a]pyridin-6-yl]-1,2-benzoxazole-6-carboxamide CC1=NOC2=C1C=CC(=C2)C(=O)NC=2C=CC=1N(C2)C=C(N1)C1N(CCC1)C